(((R)-4-methylmorpholin-2-yl)methoxy)-6-oxo-1-(p-tolyl)-N-((R)-1-(2-(trifluoromethyl)pyrimidin-5-yl)ethyl)-1,6-dihydropyridine-3-carboxamide CN1C[C@@H](OCC1)COC=1N(C(C=CC1C(=O)N[C@H](C)C=1C=NC(=NC1)C(F)(F)F)=O)C1=CC=C(C=C1)C